ClC=1C=C(CNC2=NC=C(C=N2)C2N(C3(C2)COC3)C=O)C=CC1 2-((3-chlorobenzylamino)pyrimidin-5-yl)(6-oxa-1-azaspiro[3.3]hept-1-yl)methanone